3-(2-Fluoroethyl)tricyclo[3.3.1.13,7]decan-1-amine FCCC12CC3(CC(CC(C1)C3)C2)N